C1C(CCCCCCC=C)O1 1,2-Epoxy-9-decen